CC1(CCC=2C(\C(\C3=CC=CC=C3C2C1)=N/[C@@H](CCC(=O)O)C(=O)O)=O)C N-[(9Z)-3,3-dimethyl-10-oxo-1,2,3,4,9,10-hexahydrophenanthren-9-ylidene]-L-glutamic acid